CC1=NC2=CC=CC(=C2C(N1C1CNCCC1)=O)CCCCCCCCN1CCN(CC1)C 3-(2-methyl-5-(8-(4-methylpiperazin-1-yl)octyl)-4-oxoquinazolin-3(4H)-yl)piperidine